OCC([C@H](C[C@H]1C(NCC1)=O)NC(=O)[C@H]1N(C[C@@H]2[C@H]1CCC2)C(=O)[C@@]2(NC(CC2)=O)C2=CC=CC=C2)=O (1S,3aS,6aR)-N-((S)-4-hydroxy-3-oxo-1-((S)-2-oxopyrrolidin-3-yl)butan-2-yl)-2-((S)-5-oxo-2-phenylpyrrolidine-2-carbonyl)octahydrocyclopenta[c]pyrrole-1-carboxamide